C(C)(C)(C)OC(=O)NCCOCCNC(C(=O)[O-])CCCCCCCCCCCCCCCCC(=O)[O-] 2-[2-[2-(tert-butoxycarbonylamino)ethoxy]ethylamino]nonadecanedioate